N1(C=NC=C1)C1=CC=CC(=N1)C(=O)NC1=CC=C(C=C1)C(F)(F)F 6-(1H-imidazol-1-yl)-N-(4-(trifluoromethyl)phenyl)picolinamide